1-[5-(difluoromethoxy)-2-fluoro-phenyl]-3,3-dimethyl-N-(4-methyl-1,1-dioxo-thian-4-yl)-2-oxo-pyrrolo[2,3-b]pyridine-5-carboxamide FC(OC=1C=CC(=C(C1)N1C(C(C=2C1=NC=C(C2)C(=O)NC2(CCS(CC2)(=O)=O)C)(C)C)=O)F)F